FC=1C=CC2=C(C(OC(=N2)CC2=C(C=CC=C2)Cl)=O)C1 6-fluoro-2-[(2-chlorophenyl)-methyl]-4H-3,1-benzoxazin-4-one